NC1=NC=2C=CC=CC2C2=C1N=C(N2CCCCN(C(=O)N)C2CS(C2)(=O)=O)CC 1-(4-(4-amino-2-ethyl-1H-imidazo[4,5-c]quinolin-1-yl)butyl)-1-(1,1-dioxidothietan-3-yl)urea